COC1=CC=C(C=C1)C(OC[C@@H]1[C@H]([C@H]([C@@H](S1)N1C=2N=C(NC(C2N=C1)=O)NC(C(C)C)=O)O[Si](C)(C)C(C)(C)C)O)(C1=CC=CC=C1)C1=CC=C(C=C1)OC N-(9-((2R,3R,4S,5R)-5-((bis(4-methoxyphenyl)(phenyl)methoxy)methyl)-3-((tert-butyldimethylsilyl)oxy)-4-hydroxytetrahydrothiophen-2-yl)-6-oxo-6,9-dihydro-1H-purin-2-yl)isobutyramide